N=1C=NN2C1C=C(C=C2)OC2=C(C(=C(C=C2)NC2=NC=NC1=CC(=C(C=C21)N)OCCN(C)C)F)C N4-(4-([1,2,4]triazolo[1,5-a]pyridin-7-yloxy)-2-fluoro-3-methylphenyl)-7-(2-(dimethylamino)ethoxy)quinazoline-4,6-diamine